BrC=1C(=C(C(=O)NCC([C@@H](O)C2=CC=C(C=C2)F)(F)F)C(=CC1)OC(F)F)F (S)-3-bromo-N-(2,2-difluoro-3-(4-fluorophenyl)-3-hydroxypropyl)-6-(difluoromethoxy)-2-fluorobenzamide